N-(2-(4-methoxyphenoxy)ethyl)benzo[b]thiophene-3-carboxamide COC1=CC=C(OCCNC(=O)C=2C3=C(SC2)C=CC=C3)C=C1